({2-[5-(1-ethyl-1H-pyrrol-2-yl)furan-2-yl]-1,3-thiazol-5-yl}methylidene)propanedinitrile C(C)N1C(=CC=C1)C1=CC=C(O1)C=1SC(=CN1)C=C(C#N)C#N